n-butyltellurium C(CCC)[Te]